dimethyl-(2-methylbut-3-yn-2-yl)amine hydrochloride Cl.CN(C(C)(C#C)C)C